4-[[(1R,3S)-3-amino-2,2,3-trimethyl-cyclopentyl]amino]-6-bromo-N'-(2-chloro-5-fluoro-phenyl)pyrrolo[1,2-b]pyridazine-3-carboxamidine N[C@@]1(C([C@@H](CC1)NC=1C=2N(N=CC1C(=NC1=C(C=CC(=C1)F)Cl)N)C=C(C2)Br)(C)C)C